ClC1=C(C(=CC=C1)F)N1C(C2=CC=C(C=C2C(=C1)C1CC1)N1N=C(N(C1=O)CC)CO)=O (2-chloro-6-fluorophenyl)-4-cyclopropyl-6-(4-ethyl-3-(hydroxymethyl)-5-oxo-4,5-dihydro-1H-1,2,4-triazol-1-yl)isoquinolin-1(2H)-one